2-chloro-7-methyl-9-[(3S)-tetrahydropyran-3-yl]purin-8-one ClC1=NC=C2N(C(N(C2=N1)[C@@H]1COCCC1)=O)C